3,5-di(1,1-dimethylethyl)-4-hydroxy-phenylpropionate CC(C)(C)C=1C=C(C=C(C1O)C(C)(C)C)OC(CC)=O